C(C1=CC=CC=C1)OCC(C(C(=O)OC(C)(C)C)(C)C)OCC tert-butyl 4-(benzyloxy)-3-ethoxy-2,2-dimethylbutanoate